(3-(pyridin-2-yl)bicyclo[1.1.1]pentan-1-yl)methyl methanesulfonate CS(=O)(=O)OCC12CC(C1)(C2)C2=NC=CC=C2